O1C[C@H](CC1)OC1=CC=C2C=NN=C(C2=C1)N 7-(((S)-tetrahydrofuran-3-yl)oxy)phthalazin-1-amine